tert-butyl N-[(2R)-2-phenyl-2-[[4-(trifluoromethoxy)phenyl]sulfonylamino]ethyl]carbamate C1(=CC=CC=C1)[C@H](CNC(OC(C)(C)C)=O)NS(=O)(=O)C1=CC=C(C=C1)OC(F)(F)F